2-[5-[(E)-2-ethoxyvinyl]-2-methoxy-phenyl]acetic acid C(C)O/C=C/C=1C=CC(=C(C1)CC(=O)O)OC